NC1=NC=C(C=N1)C=1C=C(C=CC1C)C=1C(=C(C(N(C1)C1=CC=C(C=C1)F)=O)C(=O)N)OCC (3-(2-aminopyrimidin-5-yl)-4-methylphenyl)-4-ethoxy-1-(4-fluorophenyl)-2-keto-1,2-dihydropyridine-3-carboxamide